(propan-2-yloxy)-1,3-oxazole CC(C)OC=1OC=CN1